1-(2-(bis[(4-methoxyphenyl)methyl]aminopyridin-3-yl)-4,4,4-trifluorobutyl)-2-methylpropane-2-sulfinamide COC1=CC=C(C=C1)CN(CC1=CC=C(C=C1)OC)C1=NC=CC=C1C(CCC(C)(S(=O)N)C)CC(F)(F)F